ClC1=NC2=C(C=CC(=C2C=C1)OC1OCCOC1)F 2-chloro-8-fluoro-5-(dioxan-2-yloxy)quinoline